tert-Butyl 2-((((9H-fluoren-9-yl)methoxy) carbonyl)(methyl)amino)-3-(2-(allyloxy) phenyl)propanoate C1=CC=CC=2C3=CC=CC=C3C(C12)COC(=O)N(C(C(=O)OC(C)(C)C)CC1=C(C=CC=C1)OCC=C)C